CN(C1C[C@H]2CC[C@@H](C1)N2)C=2N=NC(=CC2)C=2N=CC(=C1C2NN=C1)C=1C=NNC1 (1R,3S,5S)-N-methyl-N-[6-[4-(1H-pyrazol-4-yl)-1H-pyrazolo[3,4-c]pyridin-7-yl]pyridazin-3-yl]-8-azabicyclo[3.2.1]octan-3-amine